O[C@@H](C)C=1N(C=CN1)CC1CN(C(O1)=O)C1=CC=C(C=C1)C#CC1=CC=C(C=C1)CN1CCOCC1 5-((2-((S)-1-hydroxyethyl)-1H-imidazol-1-yl)methyl)-3-(4-((4-(morpholinomethyl)phenyl)ethynyl)phenyl)oxazolidin-2-one